4-(methylthio)-6-(trifluoromethyl)pyrimidine CSC1=NC=NC(=C1)C(F)(F)F